N-(5-(2-(2,2-dimethylpyrrolidin-1-yl)acetamido)-2-methylpyridin-3-yl)-6-(1-(tetrahydrofuran-3-yl)-1H-pyrazol-4-yl)-[1,2,3]triazolo[1,5-a]pyridine-3-carboxamide CC1(N(CCC1)CC(=O)NC=1C=C(C(=NC1)C)NC(=O)C=1N=NN2C1C=CC(=C2)C=2C=NN(C2)C2COCC2)C